2-sulfydryl-1,3,4-oxadiazole SC=1OC=NN1